Decane-3-one CCC(CCCCCCC)=O